N-(4-bromo-2,5-difluorophenyl)-6-chloro-1-(phenylsulfonyl)-1H-indole-3-sulfonamide BrC1=CC(=C(C=C1F)NS(=O)(=O)C1=CN(C2=CC(=CC=C12)Cl)S(=O)(=O)C1=CC=CC=C1)F